FC=1C=C2C(=NC1)N(N=C2C2=NN1C(C(=N2)N[C@@H]2[C@H]([C@@H]3C4CC4[C@H]2CC3)C(=O)OCC)=CC=C1C(F)(F)F)C(C1=CC=CC=C1)(C1=CC=CC=C1)C1=CC=CC=C1 Ethyl (1R,5S,6S,7S)-7-((2-(5-fluoro-1-trityl-1H-pyrazolo[3,4-b]pyridin-3-yl)-7-(trifluoromethyl)pyrrolo[2,1-f][1,2,4]triazin-4-yl)amino)tricyclo[3.2.2.02,4]nonane-6-carboxylate